C12(CC3CC(CC(C1)C3)C2)CS(=O)(=O)NC(=O)C=2N=NC(=CC2)N2CCN(CC2)CC2=C(C=C(C=C2)C=2C=NC=C(C2)O)OC N-(1-Adamantylmethylsulfonyl)-6-[4-[[4-(5-hydroxypyridin-3-yl)-2-methoxyphenyl]methyl]piperazin-1-yl]pyridazine-3-carboxamide